C1(CCC1)N1C(=NC2=C1C=C(C(=C2)F)C=2N=NNN2)C=2N(C(C(=C(N2)C(=O)NC=2C=NOC2)OC)=O)C 2-[1-cyclobutyl-5-fluoro-6-(2H-1,2,3,4-tetrazol-5-yl)-1H-1,3-benzodiazol-2-yl]-5-methoxy-1-methyl-N-(1,2-oxazol-4-yl)-6-oxo-1,6-dihydropyrimidine-4-carboxamide